CC1=C(C=CC=C1C=1SC=CC1)C1=CC=CC=C1 2-(2-methyl-[1,1'-biphenyl]-3-yl)thiophene